ClCC1=CC=CC(=N1)C#N 6-(chloromethyl)pyridinecarbonitrile